CC(C)(S(=O)NC(CC)C1=CC(=CS1)C1=CC(=CC=2C=COC21)COC2=C(C=CC=C2)CC(=O)OCC)C ethyl 2-(2-((7-(5-(1-(1,1-dimethylethylsulfinamido)propyl)thiophen-3-yl)benzofuran-5-yl)methoxy)phenyl)acetate